tert-butyl (4-(6-(3-formylphenyl)pyrrolo[2,1-f][1,2,4]triazin-4-yl)-2-methylbenzyl)carbamate C(=O)C=1C=C(C=CC1)C=1C=C2C(=NC=NN2C1)C1=CC(=C(CNC(OC(C)(C)C)=O)C=C1)C